N(=[N+]=[N-])CC1=C(C=CC=C1)C1=CC=CC=C1 azidomethyl-biphenyl